ClC1=C(C=CC=C1)CC(=O)NC1=CC2=C(NC(=N2)C2=CC=CC=C2)C(=C1)S(N)(=O)=O 2-(2-chlorophenyl)N-(2-phenyl-7-sulfamoyl-1H-benzo[d]imidazol-5-yl)acetamide